4-chlorophthalic anhydride ClC=1C=C2C(C(=O)OC2=O)=CC1